CC1(C(C(CCC1)C)C#N)C 2,2,6-trimethylcyclohexanecarbonitrile